2-(4-fluorophenyl)-N-{4-[3-(4-fluorophenyl)-6,6-dimethyl-4-oxo-4,5,6,7-tetrahydro-1H-pyrrolo[3,2-c]pyridin-2-yl]pyridin-2-yl}propanamide FC1=CC=C(C=C1)C(C(=O)NC1=NC=CC(=C1)C1=C(C=2C(NC(CC2N1)(C)C)=O)C1=CC=C(C=C1)F)C